(R,Z)-1-(4-acetyl-3-(3-chloro-5-(5,8-dihydro-1,7-naphthyridin-7(6H)-yl)phenyl)piperazin-1-yl)-3-chloroprop-2-en-1-one C(C)(=O)N1[C@@H](CN(CC1)C(\C=C/Cl)=O)C1=CC(=CC(=C1)N1CCC=2C=CC=NC2C1)Cl